[2H]C1=C(C=CC=C1)C=1C(=C(C=C(C1)[2H])[2H])O 2',3,5-trideutero-[1,1'-biphenyl]-2-ol